6-(4-methoxypyrrolo[2,1-f][1,2,4]triazin-5-yl)-2-methyl-1-((5-(1-methylcyclopropyl)-1,3,4-oxadiazol-2-yl)methyl)-1H-imidazo[4,5-b]pyridine COC1=NC=NN2C1=C(C=C2)C=2C=C1C(=NC2)N=C(N1CC=1OC(=NN1)C1(CC1)C)C